ethylenediaminetetraacetic acid, cyanide C(CN(CC(=O)C#N)CC(=O)C#N)N(CC(=O)C#N)CC(=O)C#N